5-methyl-oxazole-4-carboxamide CC1=C(N=CO1)C(=O)N